S(C#N)CSC#N DithiocyanoMethane